2-{3-[3-(hydroxymethyl)-1-[(4-methyl-5-sulfanyl-4H-1,2,4-triazol-3-yl)methyl]-cyclobutyl]phenyl}-4-(trifluoromethyl)-2,3-dihydro-1H-isoindol-1-one OCC1CC(C1)(CC1=NN=C(N1C)S)C=1C=C(C=CC1)N1C(C2=CC=CC(=C2C1)C(F)(F)F)=O